OCCC(CCC(=O)OCC1=CC=CC=C1)CCCC benzyl 4-(2-hydroxyethyl)octanoate